8-acetyl-2-(4-chloro-1-piperidinyl)-6-methyl-chromen-4-one C(C)(=O)C=1C=C(C=C2C(C=C(OC12)N1CCC(CC1)Cl)=O)C